N(=[N+]=[N-])CCCCC(C)N=[N+]=[N-] 1,5-diazidohexane